2-[[4-[[2-amino-4-(pentylamino) pyrrolo[3,2-d]pyrimidin-5-yl] methyl]-3-methoxy-phenyl] methyl]-5-oxa-2,8-diazaspiro[3.5]nonane-8-carboxylate NC=1N=C(C2=C(N1)C=CN2CC2=C(C=C(C=C2)CN2CC1(C2)OCCN(C1)C(=O)[O-])OC)NCCCCC